[Ti].[B].[Al] aluminum boron titanium